OCC1CN(C1)C=1SC2=C(N1)C=C(C(=C2)NC(=O)C2=NC(=CC=C2)C(F)(F)F)C(=O)OC methyl 2-[3-(hydroxymethyl)azetidin-1-yl]-6-[[6-(trifluoromethyl)pyridine-2-carbonyl] amino]-1,3-benzothiazole-5-carboxylate